6-(pyridin-3-yl)-3H-imidazo[4,5-b]pyridine N1=CC(=CC=C1)C=1C=C2C(=NC1)NC=N2